3-[3-[[(1R)-1-[3-Methyl-4-oxo-2-(2-pyridyl)-6-(trifluoromethyl)chromen-8-yl]ethyl]amino]-2-pyridyl]-4H-1,2,4-oxadiazol-5-one CC1=C(OC2=C(C=C(C=C2C1=O)C(F)(F)F)[C@@H](C)NC=1C(=NC=CC1)C1=NOC(N1)=O)C1=NC=CC=C1